NC([C@H](C[C@H]1C(NCC1)=O)NC(=O)[C@@H]1N(CC[C@@H](C1)C(C)(C)C)C([C@@H](NS(=O)(=O)C(F)(F)F)C(C)C)=O)=O (2R,4S)-N-{(2S)-1-amino-1-oxo-3-[(3S)-2-oxopyrrolidin-3-yl]prop-2-yl}-4-tert-butyl-1-{N-[(trifluoromethyl)sulfonyl]-L-valyl}piperidine-2-carboxamide